N-acryloyloxyethyl-succinimide C(C=C)(=O)OCCN1C(CCC1=O)=O